C(C)OC1=C(C(=C(C=C1)CC1=C(C(=C(C=C1)OCC)OCC)OCC)OCC)OCC bis(triethoxyphenyl)methane